4-((17-azido-3,6,9,12,15-pentaoxaheptadecyl)oxy)-pyridine N(=[N+]=[N-])CCOCCOCCOCCOCCOCCOC1=CC=NC=C1